OC1=CC=C(C=C1)C1=C(CN(C1)C(=O)OC(C)(C)C)C(=O)OCC 1-tert-Butyl 3-Ethyl 4-(4-Hydroxyphenyl)-1H-pyrrole-1,3(2H,5H)-dicarboxylate